2-methyl-4-(2-methyl-6,7-dihydropyrazolo[1,5-a]pyrimidin-4(5H)-yl)-4-oxo-N-(6-phenylpyridazin-3-yl)butanamide CC(C(=O)NC=1N=NC(=CC1)C1=CC=CC=C1)CC(=O)N1C=2N(CCC1)N=C(C2)C